2-methyl-6-[2-(trifluoromethyl)-5-[4-(trifluoromethyl)cyclohexyl]-4-pyridinyl]-1H-pyridin-4-one CC=1NC(=CC(C1)=O)C1=CC(=NC=C1C1CCC(CC1)C(F)(F)F)C(F)(F)F